3-[5-(difluoromethyl)-1,3,4-oxadiazol-2-yl]propan-1-one FC(C1=NN=C(O1)CCC=O)F